5-((4-((4'-amino-5,5-dimethyl-3,4,5,6-tetrahydro-[1,1'-biphenyl]-2-yl)methyl)piperazin-1-yl)methyl)-2-(2,6-dioxopiperidin-3-yl)isoindoline-1,3-dione NC1=CC=C(C=C1)C1=C(CCC(C1)(C)C)CN1CCN(CC1)CC=1C=C2C(N(C(C2=CC1)=O)C1C(NC(CC1)=O)=O)=O